5-(2-(5,6-dihydro-[1,2,4]triazolo[4,3-a]pyrazin-7(8H)-yl)pyridin-3-yl)oxazole N=1N=CN2C1CN(CC2)C2=NC=CC=C2C2=CN=CO2